BrC1=CC=C2C=3C=CC(=CC3N(C2=C1)CCCCCC)N(C1=CC=CC=C1)C1=CC=CC=C1 7-bromo-9-hexyl-N,N-diphenyl-9H-carbazol-2-amine